6-(7-cyano-2-methyl-2H-indazol-5-yl)-2-(1,2,3,6-tetrahydropyridin-4-yl)-1,3-benzothiazole-4-carbonitrile C(#N)C1=CC(=CC2=CN(N=C12)C)C=1C=C2C(N=C(S2)C=2CCNCC2)=C(C1)C#N